7,8-difluoro-2-[(4S)-4-[[6-oxo-5-(trifluoromethyl)-1H-pyridazin-4-yl]amino]pentyl]-6-[5-(trifluoromethyl)pyridin-2-yl]isoquinolin-1-one FC1=C(C=C2C=CN(C(C2=C1F)=O)CCC[C@H](C)NC=1C=NNC(C1C(F)(F)F)=O)C1=NC=C(C=C1)C(F)(F)F